N[C@]1(CN(CC1)C=1C=C(C=NC1)C=1C(=C(C=C(C1)F)C1=CC(=C(C=C1)N1C(N(C=C1)C)=O)Cl)O)C (R)-1-(3'-(5-(3-amino-3-methylpyrrolidin-1-yl)pyridin-3-yl)-3-chloro-5'-fluoro-2'-hydroxy-[1,1'-biphenyl]-4-yl)-3-methyl-1H-imidazol-2(3H)-one